5-[2-chloro-3-fluoro-4-(fluoromethoxy)phenyl]-N-[3-chloro-4-[4-[2-[(3S)-pyrrolidin-3-yl]acetyl]piperazine-1-carbonyl]phenyl]-1-methyl-imidazole-2-carboxamide formate C(=O)O.ClC1=C(C=CC(=C1F)OCF)C1=CN=C(N1C)C(=O)NC1=CC(=C(C=C1)C(=O)N1CCN(CC1)C(C[C@H]1CNCC1)=O)Cl